[Cl-].FC1(C[NH2+]C1)F 3,3-difluoroazetidin-1-ium chloride